(S)-N-(2-Hydroxy-5-((5-(trifluoromethyl)pyridin-2-yl)oxy)phenyl)-3-methyl-2-oxoimidazolidine-4-carboxamide OC1=C(C=C(C=C1)OC1=NC=C(C=C1)C(F)(F)F)NC(=O)[C@H]1N(C(NC1)=O)C